1-(4-(3-((5-(9-benzyl-6-(1-methylcyclopropoxy)-9H-purin-8-yl)-4-methylpyridin-2-yl)oxy)propyl)piperazin-1-yl)ethan-1-one C(C1=CC=CC=C1)N1C2=NC=NC(=C2N=C1C=1C(=CC(=NC1)OCCCN1CCN(CC1)C(C)=O)C)OC1(CC1)C